3,5-dichloro-N-(2-methoxyethyl)anilin ClC=1C=C(NCCOC)C=C(C1)Cl